ClCC1=NC(=NO1)C=1C=C(C(=O)[O-])C=CC1OC 3-(5-(chloromethyl)-1,2,4-oxadiazol-3-yl)-4-methoxybenzoate